2-Amino-N-{1-[8-chloro-5-(3-cyano-3-methylpiperidin-1-yl)imidazo[1,5-a]-pyridin-6-yl]ethyl}pyrazolo[1,5-a]-pyrimidine-3-carboxamide trifluoro-acetate FC(C(=O)O)(F)F.NC1=NN2C(N=CC=C2)=C1C(=O)NC(C)C=1C=C(C=2N(C1N1CC(CCC1)(C)C#N)C=NC2)Cl